FC1=CC=C(CBr)C=C1 4-Fluoro-benzyl bromide